[As]([O-])([O-])([O-])=O.[Co+2].[As]([O-])([O-])([O-])=O.[Co+2].[Co+2] Cobalt(II) arsenate